N-(2-(5-(8-Amino-6-(trifluoromethyl)imidazo[1,2-a]pyrazin-3-yl)-1-oxoisoindolin-2-yl)-2-cyclopropylethyl)acetamide, trifluoroacetate salt FC(C(=O)O)(F)F.NC=1C=2N(C=C(N1)C(F)(F)F)C(=CN2)C=2C=C1CN(C(C1=CC2)=O)C(CNC(C)=O)C2CC2